2-(1-((4-bromo-3-methylphenyl)sulfonyl)pyrrolidin-3-yl)ethanol BrC1=C(C=C(C=C1)S(=O)(=O)N1CC(CC1)CCO)C